COC(\C(=C\OC)\C1=C(C=CC=C1)COC1=C(C=CC(=C1)C#N)C)=O (E)-2-[2-[(5-cyano-2-methylphenoxy)methyl]phenyl]-3-methoxyprop-2-enoic acid methyl ester